5-(4-chloro-2-fluorophenyl)-2,3-dimethyl-7-(1-methyl-1,4,5,7-tetrahydro-6H-pyrazolo[3,4-c]pyridin-6-yl)pyrido[4,3-d]pyrimidin-4(3H)-one ClC1=CC(=C(C=C1)C1=NC(=CC=2N=C(N(C(C21)=O)C)C)N2CC1=C(CC2)C=NN1C)F